(2r,4r)-4-(2-(2-chlorophenoxy)propionamido)-2-methylpiperidine-1-carboxylic acid tert-butyl ester C(C)(C)(C)OC(=O)N1[C@@H](C[C@@H](CC1)NC(C(C)OC1=C(C=CC=C1)Cl)=O)C